BrC1=C(C(=CC(=C1)C(C(F)(F)F)(C(F)(F)F)F)C(F)(F)F)NC(C1=C(C=CC=C1)F)=O N-(2-bromo-4-(perfluoropropan-2-yl)-6-(trifluoromethyl)phenyl)-2-fluorobenzamide